[Si](C1=CC=CC=C1)(C1=CC=CC=C1)(C(C)(C)C)OCC(CO)(C)F 3-((tert-butyldiphenylsilyl)oxy)-2-fluoro-2-methylpropan-1-ol